2,5-dichloro-N-methoxy-N-methylnicotinamide ClC1=C(C(=O)N(C)OC)C=C(C=N1)Cl